8-[(2-hydroxyethyl)(8-nonyloxy-8-oxooctyl)amino]octanoic acid (heptadecane-9-yl) ester CCCCCCCCC(CCCCCCCC)OC(CCCCCCCN(CCCCCCCC(=O)OCCCCCCCCC)CCO)=O